ClC=1C(=CC(=C(C1)C(C)=O)O)OC 1-(5-chloro-2-hydroxy-4-methoxyphenyl)ethan-1-one